N[C@@H](C)C12CCC(CC1)(CC2)NC2=NC1=C(N=CC=C1C=C2)Cl (S)-N-(4-(1-Aminoethyl)bicyclo[2.2.2]octane-1-yl)-8-chloro-1,7-naphthyridin-2-amine